1-(3-chloro-4-fluorophenyl)-3-(3-(3-morpholinoquinoxaline-6-carbonyl)phenyl)urea ClC=1C=C(C=CC1F)NC(=O)NC1=CC(=CC=C1)C(=O)C=1C=C2N=C(C=NC2=CC1)N1CCOCC1